The molecule is a germacranolide isolated from Lychnophora antillana and has been shown to exhibit antineoplastic activity. It has a role as a metabolite and an antineoplastic agent. It is an acetate ester, a cyclic ketone and a germacranolide. C[C@H]1CCC(=O)[C@](C[C@@H]([C@@H]2[C@@H](C1)OC(=O)C2=C)OC(=O)C(=C)C)(C)OC(=O)C